tert-Butyl 4-(1-benzhydrylazetidin-3-yl)-3-(hydroxymethyl)piperazine-1-carboxylate C(C1=CC=CC=C1)(C1=CC=CC=C1)N1CC(C1)N1C(CN(CC1)C(=O)OC(C)(C)C)CO